ClC=1N(C2=CC=CC=C2C1C=NNC(=O)C=1OC2=C(C1)C=C(C=C2)C)CCOCC N'-{[2-chloro-1-(2-ethoxyethyl)-1H-indol-3-yl]methylene}-5-methylbenzofuran-2-carbohydrazide